S1C(=CC=C1)C(C)=O 1-(thiophen-2-yl)ethane-1-one